(S)-N-(1-phenyl-3-phenyl-2-propynyl)aniline C1(=CC=CC=C1)[C@@H](C#CC1=CC=CC=C1)NC1=CC=CC=C1